(Z)-3-amino-3-(4-aminophenylthio)-2-(2-(trifluoromethyl)phenyl)acrylonitrile N/C(=C(/C#N)\C1=C(C=CC=C1)C(F)(F)F)/SC1=CC=C(C=C1)N